FC(C(C(C(CC(F)(F)F)(F)F)(F)F)(F)F)(F)F 1,4-bistrifluoromethylhexafluorobutane